Cl.N1C[C@H](CC1)NC1=C2C=CC=NC2=C(C=C1)O (S)-5-(pyrrolidin-3-ylamino)quinolin-8-ol hydrochloride